C(#N)C=1C(=NC(=C(C1CC)C#N)N1CCN(CC1)C)SCC1=CC=C(C=C1)NC(C=C)=O N-(4-(((3,5-dicyano-4-ethyl-6-(4-methylpiperazin-1-yl)pyridine-2-yl)thio)-methyl)phenyl)acrylamide